3-(2-((trans-4-((benzylcarbamoyl)(5-(1-methyl-1H-pyrazol-4-yl)pyridin-2-yl)amino)cyclohexyl)-amino)-5-cyanopyrimidin-4-yl)benzenesulfonamide C(C1=CC=CC=C1)NC(=O)N([C@@H]1CC[C@H](CC1)NC1=NC=C(C(=N1)C=1C=C(C=CC1)S(=O)(=O)N)C#N)C1=NC=C(C=C1)C=1C=NN(C1)C